tert-butyl 7-[2-({1-[(benzyloxy) carbonyl] piperidin-4-yl} oxy)-7-bromo-8-(2,2-difluoroethoxy)-6-iodoquinazolin-4-yl]-2,7-diazaspiro[3.5]nonane-2-carboxylate C(C1=CC=CC=C1)OC(=O)N1CCC(CC1)OC1=NC2=C(C(=C(C=C2C(=N1)N1CCC2(CN(C2)C(=O)OC(C)(C)C)CC1)I)Br)OCC(F)F